OC1=CC2=C(C(=C(O2)C2=CC=C(C=C2)O)C=2C=C(C=C(C2)O)O)C(=C1)\C=C/C1=CC=C(C=C1)O 5-{6-Hydroxy-2-(4-hydroxyphenyl)-4-[(Z)-2-(4-hydroxyphenyl)vinyl]-1-benzofuran-3-yl}-1,3-benzenediol